C(C)C1=CC(=C(C=C1)COC1=C(C=C(C=C1)C1C=2C(NC(C1)=O)=NNC2)OC)C(F)(F)F (-)-4-(4-{[4-Ethyl-2-(trifluoromethyl)phenyl]methoxy}-3-methoxyphenyl)-2H,4H,5H,6H,7H-pyrazolo[3,4-b]pyridin-6-one